C1(CCCCC1)C1=C(C=CC(=C1)CCC1=CC=C(C=C1)C(F)(F)F)NC([C@H]([C@H](CCCC)F)F)=O (2R,3S)-N-(2-Cyclohexyl-4-(4-(trifluoromethyl)phenethyl)phenyl)-2,3-difluoroheptanamid